N-[2-amino-5-(4-fluorophenyl)phenyl]-4-[(4-methoxy-3-pyridyl)sulfonyl]benzamide NC1=C(C=C(C=C1)C1=CC=C(C=C1)F)NC(C1=CC=C(C=C1)S(=O)(=O)C=1C=NC=CC1OC)=O